Cl\C(=C/[C@@H]1C([C@@H]1C(=O)OCC=1C(=C(C=CC1)C1=CC=CC=C1)C)(C)C)\C(F)(F)F |r| 2-methylbiphenyl-3-yl-methyl (Z)-(1RS,3RS)-3-(2-chloro-3,3,3-trifluoroprop-1-enyl)2,2-dimethylcyclopropanecarboxylate